(S)-4-(4-(5-(3,5-difluorophenyl)-4,5-dihydro-1H-pyrazole-1-carbonyl)piperazin-1-yl)-5-fluoropicolinonitrile FC=1C=C(C=C(C1)F)[C@@H]1CC=NN1C(=O)N1CCN(CC1)C1=CC(=NC=C1F)C#N